(5R)-5-methyl-2-(4-nitrophenoxy)-1,3,2-oxathiaphospholane 2-sulfide C[C@@H]1CSP(O1)(OC1=CC=C(C=C1)[N+](=O)[O-])=S